FC(CCOC1=C(C(=C(C=O)C=C1)F)F)F 4-(3,3-difluoropropoxy)-2,3-difluorobenzaldehyde